BrC=1C=CC=C2C=C(C=C(C12)C1CC=2N=C(N=C(C2CO1)N1CC2CCC(C1)N2C(=O)OC(C)(C)C)S(=O)C)OCOC tert-butyl 3-(7-(8-bromo-3-(methoxymethoxy)naphthalen-1-yl)-2-(methylsulfinyl)-7,8-dihydro-5H-pyrano[4,3-d]pyrimidin-4-yl)-3,8-diazabicyclo[3.2.1]octane-8-carboxylate